C([O-])([O-])=O.[K+].N.[K+] ammonia potassium carbonate